NN1C(=NC(=C1C(=O)N)C1=CC=C(C=C1)C(NC1=NC=CC(=C1)C#N)=O)[C@H]1NCCCC1 (S)-1-amino-4-(4-((4-cyanopyridin-2-yl)carbamoyl)phenyl)-2-(piperidin-2-yl)-1H-imidazole-5-carboxamide